behenyl-dimethyl-m-isopropenyl-benzyl isocyanate C(CCCCCCCCCCCCCCCCCCCCC)C1=C(C(C)(C)N=C=O)C=CC=C1C(=C)C